C(#N)C1=NC(=C(C(=O)OC(C)(C)C)C(=C1)C1=C2C(=NC=C1)C=C(S2)CN2C(C1C(C1C2=O)(C)C)=O)C tert-butyl 6-cyano-4-(2-((6,6-dimethyl-2,4-dioxo-3-azabicyclo[3.1.0]hexan-3-yl)methyl)thieno[3,2-b]pyridin-7-yl)-2-methylnicotinate